4-((3,5-dimethylisoxazol-4-yl)methoxy)-N-(4-(thiophen-2-yl)-1H-imidazol-2-yl)benzamide Dithiophosphonate P(S)(O)=S.CC1=NOC(=C1COC1=CC=C(C(=O)NC=2NC=C(N2)C=2SC=CC2)C=C1)C